C(C)OC(C(C(=O)OCC)[C@@H]1CC[C@H](CC1)CCC)=O.CN1N=CC(=C1C)[C@H]1[C@@H](CN(C1)C)NC(C(COC1=NC=CC=C1OC(F)(F)F)(C)C)=O trans-N-(4-(1,5-dimethyl-1H-pyrazol-4-yl)-1-methylpyrrolidin-3-yl)-2,2-dimethyl-3-((3-(trifluoromethoxy)pyridin-2-yl)oxy)propanamide diethyl-2-(trans-4-n-propylcyclohexyl)-malonate